OC1(CCN(CC12CCCC2)C(=O)OC(C)(C)C)CN2C=NC=CC2=O tert-Butyl 10-hydroxy-10-((6-oxopyrimidin-1(6H)-yl)methyl)-7-azaspiro[4.5]decane-7-carboxylate